C(#N)C1=C(C=C(C=C1)N1C(N(C(C1=O)(C)C)C1=CC(=C(C(=O)O)C=C1)F)=S)C(F)(F)F 4-(3-(4-Cyano-3-(trifluoromethyl)phenyl)-5,5-dimethyl-4-oxo-2-thioxoimidazolidin-1-yl)-2-fluorobenzoic Acid